O=C1N(CCC(N1)=O)C1=NN(C2=CC(=CC=C12)C1C(CN(CC1)CC(=O)OC(C)(C)C)F)C Racemic-tert-butyl 2-[4-[3-(2,4-dioxohexahydropyrimidin-1-yl)-1-methyl-indazol-6-yl]-3-fluoro-1-piperidyl]acetate